FC=1C(=CC(=NC1)N1N=C(C(=C1C)C(=O)NC1COC1)C)OC1CN(C1)C(=O)N1N=CC[C@H]1C1=CC=CC=C1 (S)-1-(5-fluoro-4-((1-(5-phenyl-4,5-dihydro-1H-pyrazole-1-carbonyl)azetidin-3-yl)oxy)pyridin-2-yl)-3,5-dimethyl-N-(oxetan-3-yl)-1H-pyrazole-4-carboxamide